C1(CCCCC1)C1=C(C=CC(=C1C1CCCCC1)C1=CC=C(C=C1)O)C1=CC=C(C=C1)O 2,3-dicyclohexyl-1,4-bis(4-hydroxyphenyl)benzene